C1(CC1)C=1C=CC=2N(C1)C=C(N2)COC2=NC(=NC(=C2)NCC2=C(C=C(C=C2C)C(=N)OCC)C)C(=O)OCC ethyl 4-((6-cyclopropylimidazo[1,2-a]pyridin-2-yl)methoxy)-6-(4-(ethoxy(imino)methyl)-2,6-dimethylbenzylamino)pyrimidine-2-carboxylate